OC[C@H](C[C@H]1C(NCC1)=O)NC(OC(C)(C)C)=O tert-butyl N-[(2S)-1-hydroxy-3-[(3S)-2-oxopyrrolidin-3-yl]propan-2-yl]carbamate